(R)-4-(7-fluoroimidazo[1,2-a]pyridin-3-yl)-7-((5-(6-(2-hydroxypropan-2-yl)-1,4-oxazepan-4-yl)pyridin-2-yl)amino)isoindolin-1-one FC1=CC=2N(C=C1)C(=CN2)C2=C1CNC(C1=C(C=C2)NC2=NC=C(C=C2)N2CCOC[C@@H](C2)C(C)(C)O)=O